ClC1=CC=C(C=N1)N1N=CC=C1C(=O)O 2-(6-chloro-3-pyridinyl)-2H-pyrazole-3-carboxylic acid